ethyl 5-amino-2-(5-amino-2-chloro-4-pyridyl)-6-(5-methyl-1-tetrahydropyran-2-yl-indazol-4-yl)pyrimidine-4-carboxylate NC=1C(=NC(=NC1C1=C2C=NN(C2=CC=C1C)C1OCCCC1)C1=CC(=NC=C1N)Cl)C(=O)OCC